(1R,2S,5S)-3-((S)-3,3-dimethyl-2-pivalamidobutanoyl)-6,6-dimethyl-3-azabicyclo[3.1.0]hexane-2-carboxylic acid CC([C@@H](C(=O)N1[C@@H]([C@H]2C([C@H]2C1)(C)C)C(=O)O)NC(C(C)(C)C)=O)(C)C